3,4',5-tribromosalicylanilide BrC1=C(C(C(=O)NC2=CC=C(C=C2)Br)=CC(=C1)Br)O